3',5'-bis(carbazol-9-yl)-[1,1'-biphenyl]-3,5-dicarbonitrile C1=CC=CC=2C3=CC=CC=C3N(C12)C=1C=C(C=C(C1)N1C2=CC=CC=C2C=2C=CC=CC12)C1=CC(=CC(=C1)C#N)C#N